N-[2-(pyridyldithio)]ethylmethacrylamide N1=C(C=CC=C1)SSCCNC(C(=C)C)=O